5-{(2Z)-2-[1-(2-bromopyridin-4-yl)-2-(pyridin-2-yl)ethylidene]hydrazinyl}-2-fluoro-4-{[(3S)-oxolan-3-yl]oxy}pyridine BrC1=NC=CC(=C1)\C(\CC1=NC=CC=C1)=N/NC=1C(=CC(=NC1)F)O[C@@H]1COCC1